C1(=CC=CC=C1)C=1C(=C(C=CC1N)N)C1=CC=CC=C1 diphenylbenzene-1,4-diamine